C(N)(O[C@@H](CC(C)C)C(N[C@@H](C[C@H]1C(NCC1)=O)C#N)=O)=O [(1S)-1-[[(1S)-1-cyano-2-[(3S)-2-oxopyrrolidin-3-yl]ethyl]carbamoyl]-3-methyl-butyl] carbamate